P(=O)(O)(O)OC[C@@H]1[C@H](C[C@@H](O1)N1C=NC=2C(N)=NC=NC12)O Deoxyadenosine 5'-phosphate